6-Chloro-N-(1-methylpiperidin-4-yl)-2-(4-{4-[(6-methylpyridin-2-yl)methyl]piperazin-1-yl}phenyl)-3H-imidazo[4,5-b]pyridin-7-amine ClC=1C(=C2C(=NC1)NC(=N2)C2=CC=C(C=C2)N2CCN(CC2)CC2=NC(=CC=C2)C)NC2CCN(CC2)C